C1=CC=CC=2C3=CC=CC=C3N(C12)C=1C=C(C=CC1)C1=CC=C(C=C1)NC=1C=C(C(=CC1)C1=CC=CC=C1)C1=CC=CC=C1 N-[3'-(9H-carbazol-9-yl)[1,1'-biphenyl]-4-yl]-[1,1':2',1''-terphenyl]-4'-amine